C(CC)NC(C)CC1=CC2=C(C=C1)OCO2 N-Propyl-3,4-methylenedioxyamphetamine